2-hydroxy-4-isopropoxy-4'-tert-butoxybenzophenone OC1=C(C(=O)C2=CC=C(C=C2)OC(C)(C)C)C=CC(=C1)OC(C)C